NC12CC(C1)(C2)C=2SC1=C(N2)C=CC=C1 2-(3-amino-1-bicyclo[1.1.1]pentanyl)-1,3-benzothiazole